C1(=CC=CC=C1)N(C(=O)N1[C@@H]([C@H]2CC[C@@H](C1)N2C(N(CC=2SC=C(C2)C)CC)=O)C(=O)O)C2=CC=CC=C2 (1R,2S,5S)-3-(diphenylcarbamoyl)-8-(ethyl-((4-methylthiophen-2-yl)methyl)carbamoyl)-3,8-diazabicyclo[3.2.1]octane-2-carboxylic acid